(trifluoromethyl)-2,4,6,7,8,9-hexahydropyrazino[1,2-a]pyrazolo[4,3-e]pyrazin-5(5aH)-one FC(F)(F)N1N=C2C(NC(C3N2CCNC3)=O)=C1